(2S)-2-[9H-fluoren-9-ylmethoxycarbonyl(methyl)amino]-3-(5-methylpyridin-3-yl)propanoic acid C1=CC=CC=2C3=CC=CC=C3C(C12)COC(=O)N([C@H](C(=O)O)CC=1C=NC=C(C1)C)C